tert-butyl 4-(6-(((3-bromo-1-tosyl-1H-pyrrolo[2,3-b]pyridin-4-yl)amino)methyl)pyridin-2-yl)-2,2-dimethylpiperazine-1-carboxylate BrC1=CN(C2=NC=CC(=C21)NCC2=CC=CC(=N2)N2CC(N(CC2)C(=O)OC(C)(C)C)(C)C)S(=O)(=O)C2=CC=C(C)C=C2